C(C1=CC=CC=C1)N1N=CC(=C1)C1=CC2=C(O[C@@H](CN2)[C@@H](C2=CC=CC=C2)NCCC2=CC=C(C#N)C=C2)N=C1 4-(2-(((R)-((S)-7-(1-benzyl-1H-pyrazol-4-yl)-2,3-dihydro-1H-pyrido[2,3-b][1,4]oxazin-3-yl)(phenyl)methyl)amino)ethyl)benzonitrile